C(C)(C)(C)C1=C(C=C(C=N1)C=1N=C2SC[C@H](CN2C(C1C#N)=N)C)F (S)-8-(6-(tert-butyl)-5-fluoropyridin-3-yl)-6-imino-3-methyl-3,4-dihydro-2H,6H-pyrimido[2,1-b][1,3]thiazine-7-carbonitrile